Cl.FC=1C=C2C(=CNC2=CC1)C(C)NC (5-fluoro-1H-indol-3-yl)-N-methylethan-1-amine hydrochloride